BrC=1C=C2C(=NC=NC2=CC1)N[C@H](C(=O)NCCN(CC)CC)C (S)-2-((6-bromoquinazolin-4-yl)amino)-N-(2-(diethylamino)ethyl)propionamide